FC(C1=NC=C(C=C1)CN1C(NCC1)=C[N+](=O)[O-])(F)F 2-trifluoromethyl-5-((2-(nitromethylene)imidazolin-1-yl)methyl)pyridine